C12CN(CC(N1)C2)C2=CC=1N(C=C2)C(=CN1)N1C(NC(CC1)=O)=O 1-[7-(3,6-diazabicyclo[3.1.1]heptan-3-yl)imidazo[1,2-a]pyridin-3-yl]hexahydropyrimidine-2,4-dione